glycidylether C(C1CO1)OCC1CO1